C(C)(=O)C1=CC(=C(C=N1)C=1C=2N(C3=C(C1)N=C(S3)NC(=O)C3CC3)N=CN2)C N-(5-(6-acetyl-4-methylpyridin-3-yl)thiazolo[4,5-e][1,2,4]triazolo[1,5-a]pyridin-2-yl)cyclopropanecarboxamide